4-[[2-(2-Chloro-5-methoxy-phenyl)acetyl]amino]-N-(1-cyanocyclopropyl)pyridin ClC1=C(C=C(C=C1)OC)CC(=O)NC1=CCN(C=C1)C1(CC1)C#N